3-(7-bromo-2-chloro-6,8-difluoro-quinazolin-4-yl)-3,8-diazabicyclo[3.2.1]Octane-8-carboxylic acid tert-butyl ester C(C)(C)(C)OC(=O)N1C2CN(CC1CC2)C2=NC(=NC1=C(C(=C(C=C21)F)Br)F)Cl